The molecule is a tetrapeptide composed of L-aspartic acid, two L-tryptophan units and L-valine joined in sequence by peptide linkages. It has a role as a metabolite. It derives from a L-aspartic acid, a L-tryptophan and a L-valine. CC(C)[C@@H](C(=O)O)NC(=O)[C@H](CC1=CNC2=CC=CC=C21)NC(=O)[C@H](CC3=CNC4=CC=CC=C43)NC(=O)[C@H](CC(=O)O)N